O1C2=C(OCC1C=1NC(C(N1)([2H])[2H])([2H])[2H])C=CC=C2 2-(2,3-dihydrobenzo[b][1,4]dioxin-2-yl)-4,5-dihydro-1H-imidazole-4,4,5,5-d4